4-bromo-6-iodo-2,3-dihydroisoindol-1-one BrC1=C2CNC(C2=CC(=C1)I)=O